6-(5-(6-methylpyridin-2-yl)-1H-pyrazol-4-yl)quinolin-3-yl piperidine-3-carboxylate N1CC(CCC1)C(=O)OC=1C=NC2=CC=C(C=C2C1)C=1C=NNC1C1=NC(=CC=C1)C